6-(1-(3-Chloropyridin-2-yl)-3-methoxy-1H-pyrazol-5-carboxamido)-N-(1-cyclopropylethyl)-5-methylpyrazolo[1,5-a]pyridin-7-carboxamid ClC=1C(=NC=CC1)N1N=C(C=C1C(=O)NC=1C(=CC=2N(C1C(=O)NC(C)C1CC1)N=CC2)C)OC